O1CCC(CC1)N1CC2(C1)CNC2 2-(tetrahydro-2H-pyran-4-yl)-2,6-diazaspiro[3.3]heptane